C(#N)C=CC(=O)[O-] (β-cyano)acrylate